NC1=C(C(=NN1C1COCC1)C1=CC(=C(C=C1)CNC(C1=C(C=CC(=C1)F)OC)=O)F)C#N N-[[4-(5-amino-4-cyano-1-tetrahydro-furan-3-yl-pyrazol-3-yl)-2-fluoro-phenyl]methyl]-5-fluoro-2-methoxy-benzamide